C(=O)(OC(C)(C)C)C(CC)(N)N mono-Boc-propanediamine